NC(C#N)(C)C 2-amino-2-methyl-propanenitrile